(R)-1-(3,3-difluoro-4-((5-(4-fluoro-1-(2-fluoroethyl)-2-methyl-1H-benzo[d]imidazol-6-yl)-4-methoxypyrrolo[2,1-f][1,2,4]triazin-2-yl)amino)pyrrolidin-1-yl)ethan-1-one FC1(CN(C[C@H]1NC1=NN2C(C(=N1)OC)=C(C=C2)C=2C=C(C1=C(N(C(=N1)C)CCF)C2)F)C(C)=O)F